1-(bromomethyl)-2-(trifluoromethyl)benzene BrCC1=C(C=CC=C1)C(F)(F)F